C(C)OC(=O)C=1C(=C(C(=NC1)C1=NC(=CC(=C1C(F)(F)F)C)N(CC1=CC=C(C=C1)OC)CC1=CC=C(C=C1)OC)F)N ethyl-4-Amino-6'-(bis(4-methoxybenzyl)amino)-3-fluoro-4'-methyl-3'-(trifluoromethyl)-[2,2'-bipyridine]-5-Carboxylate